S1C(=NC2=C1C=CC=C2)NCC(=O)NCCCCCCCC 2-(2-benzo[d]thiazolylamino)-N-octylacetamide